[4-(cyclohexylmethoxy)phenyl]tetrahydropyran-4-carboxylic acid C1(CCCCC1)COC1=CC=C(C=C1)C1OCCC(C1)C(=O)O